(R)-3-amino-2-fluoro-propionic acid NC[C@H](C(=O)O)F